O=C1C=CN(C=C1)CC(=O)O 2-(4-Oxopyridin-1(4H)-yl)acetic acid